nitrate pentahydrate O.O.O.O.O.[N+](=O)(O)[O-]